2-((2,2-Dimethylazetidin-1-yl)methyl)-6-fluorobenzonitrile CC1(N(CC1)CC1=C(C#N)C(=CC=C1)F)C